C(#C)C=1C=CC=C2C=C(C=C(C12)B1OCC(C(O1)(C)C)(C)C)OCOC 2-(8-ethynyl-3-(methoxymethoxy)naphthalen-1-yl)-4,4,5,5-tetramethyl-1,3,2-dioxaborinane